1H-1,2,4-triazol-4-ium monosulfate S(=O)(=O)([O-])[O-].N1N=C[NH+]=C1.N1N=C[NH+]=C1